N7-butyl-1-{[4-({3,6-diazabicyclo-[3.1.1]heptan-6-yl}methyl)-2-methoxyphenyl]methyl}-1H-pyrazolo-[4,3-d]pyrimidine-5,7-diamine C(CCC)NC=1C2=C(N=C(N1)N)C=NN2CC2=C(C=C(C=C2)CN2C1CNCC2C1)OC